3-(4-((R)-2-aminopropoxy)phenyl)-N-((R)-1-(3-fluorophenyl)ethyl)imidazo[1,2-b]pyridazin-6-amine adipate C(CCCCC(=O)O)(=O)O.N[C@@H](COC1=CC=C(C=C1)C1=CN=C2N1N=C(C=C2)N[C@H](C)C2=CC(=CC=C2)F)C